4-(3-bromobenzyl)phthalazin-1(2H)-one BrC=1C=C(CC2=NNC(C3=CC=CC=C23)=O)C=CC1